C[Si](C)(C)C#CC=1C=CC=2C(C3=CC=C(C=C3C2C1)C#C[Si](C)(C)C)CO 3,6-bis(trimethylsilylethynyl)-9-fluorenylmethanol